CC1=CC=2C=NC(=CC2N1)NC(=O)C1=NC=C(C=C1)C=1C=NNC1 N-{2-methyl-1H-pyrrolo[3,2-c]pyridin-6-yl}-5-(1H-pyrazol-4-yl)pyridine-2-carboxamide